1,5,8,8-tetramethylbicyclo[8.1.0]undec-5-ene-2,9-diol CC12C(CCC(=CCC(C(C2C1)O)(C)C)C)O